hexamethylhexahydrocyclopentabenzopyran CC1(C(C(OC=2C1CCC=1C2C=CC1)(C)C)(C)C)C